Cl.N1C=CC=2C1=NC=CC2N2CCSC(=C2)C(=O)N2C[C@@](CCC2)(C)N (S)-(4-(1H-pyrrolo[2,3-b]pyridin-4-yl)-3,4-dihydro-2H-1,4-thiazin-6-yl)(3-amino-3-methylpiperidin-1-yl)methanone hydrochloride